5-(2-(2-chlorophenyl)1-hydroxyethylidene)2,2-dimethyl-1,3-dioxane-4,6-dione ClC1=C(C=CC=C1)CC(O)=C1C(OC(OC1=O)(C)C)=O